NC=1C=2N(C(=CN1)C(=O)N1CCNCC1)C(=NC2C2=CC=C(C1=CC=CC=C21)NC(NC2=CC(=CC=C2)C(F)(F)F)=O)C 3-{4-[8-amino-3-methyl-5-(piperazine-1-carbonyl)imidazo[1,5-a]pyrazin-1-yl]naphthalen-1-yl}-1-[3-(trifluoromethyl)phenyl]urea